ClC1=C2NC(C=3N(C2=C(C(=C1F)C1=C2C=CN(C2=CC(=C1)F)S(=O)(=O)C)C)C(=NN3)C)(C)C 6-Chloro-7-fluoro-8-(6-fluoro-1-methylsulfonyl-1H-indol-4-yl)-1,4,4,9-tetramethyl-5H-[1,2,4]triazolo[4,3-a]quinoxaline